3-((3R,4R)-3-amino-4-fluoropiperidin-1-yl)-1-((5-methoxypyrimidin-2-yl)methyl)-1H-benzo[d]imidazole-6-carbonitrile hydrochloride Cl.N[C@@H]1CN(CC[C@H]1F)N1CN(C2=C1C=CC(=C2)C#N)CC2=NC=C(C=N2)OC